FC(C1=NC(=NO1)C=1C=C2CCC(C2=CC1)NC(=O)C1=CN=C(O1)C)F N-(5-(5-(difluoromethyl)-1,2,4-oxadiazol-3-yl)-2,3-dihydro-1H-inden-1-yl)-2-methyloxazole-5-carboxamide